N1=NC=C2C1=CN=C(C2)C(=O)N pyrazolo[3,4-c]pyridine-5-carboxamide